3-(3,7-dimethylocta-2,6-dien-1-yl)-2,4-dihydroxy-N-methoxy-6-pentylbenzamide CC(=CCC=1C(=C(C(=O)NOC)C(=CC1O)CCCCC)O)CCC=C(C)C